OC[C@H](C)NS(=O)(=O)C1=CC=C(C=C1)C (S)-N-(1-hydroxypropan-2-yl)-4-methylbenzenesulfonamide